9-([1,1'-biphenyl]-3-yl)-N,N,5,11-tetraphenyl-5,9-dihydro-5,9-diaza-13b-bora-naphtho[3,2,1-de]anthracen-3-amine C1(=CC(=CC=C1)N1C=2C=C(C=CC2B2C3=C(C=CC=C13)N(C=1C=C(C=CC12)N(C1=CC=CC=C1)C1=CC=CC=C1)C1=CC=CC=C1)C1=CC=CC=C1)C1=CC=CC=C1